benzyl (3S,4R)-3-(((benzyloxy)carbonyl)amino)-4-hydroxy-4-methylazepane-1-carboxylate C(C1=CC=CC=C1)OC(=O)N[C@H]1CN(CCC[C@@]1(C)O)C(=O)OCC1=CC=CC=C1